1-[4-(3,5-dichlorophenyl)piperazin-1-yl]-2-methyl-6-methylsulfanyl-hexane-1,4-dione ClC=1C=C(C=C(C1)Cl)N1CCN(CC1)C(C(CC(CCSC)=O)C)=O